N1CC(C1)N1CCC2=C(C=CC=C12)SC=1N=CC(=NC1)N1CCC2([C@@H]([C@@H](OC2)C)N[S@](=O)C(C)(C)C)CC1 (R)-N-((3S,4S)-8-(5-((1-(azetidin-3-yl)indolin-4-yl)thio)pyrazin-2-yl)-3-methyl-2-oxa-8-azaspiro[4.5]decan-4-yl)-2-methylpropane-2-sulfinamide